C(C=C)(=O)N1C[C@@H](N(C[C@H]1C)C=1C2=C(N(C(N1)=O)C=1C(=NC=NC1C(C)C)C(C)C)N=C(C(=C2)Cl)C2=C(C=CC=C2F)N)C 4-((2s,5r)-4-propenoyl-2,5-dimethylpiperazin-1-yl)-7-(2-amino-6-fluorophenyl)-6-chloro-1-(4,6-diisopropylpyrimidin-5-yl)pyrido[2,3-d]pyrimidin-2(1H)-one